C1(CC1)NC(=O)C=1N=NC(=CC1)N1[C@@H](C2=C(CC1)NC=N2)C2=NN1C(C(=CC=C1)F)=C2 (S)-N-cyclopropyl-6-(4-(4-fluoropyrazolo[1,5-a]pyridin-2-yl)-1,4,6,7-tetrahydro-5H-imidazo[4,5-c]pyridin-5-yl)pyridazine-3-carboxamide